(7S,16R)-9-(2,6-difluorophenyl)-16-fluoro-3,7-dimethyl-18-thia-2,4,5,8-tetraazatetracyclo[8.8.0.02,6.011,17]octadeca-1(10),3,5,8,11(17)-pentaene FC1=C(C(=CC=C1)F)C1=N[C@H](C2=NN=C(N2C=2SC=3[C@@H](CCCCC3C12)F)C)C